ethyl 3,4-dimethoxybenzoate COC=1C=C(C(=O)OCC)C=CC1OC